tert-butyl 3-((5-amino-2-fluorophenyl) ((tert-butylsulfinyl) amino) methyl)-2-oxopyrrolidine-1-carboxylate NC=1C=CC(=C(C1)C(C1C(N(CC1)C(=O)OC(C)(C)C)=O)NS(=O)C(C)(C)C)F